tert-butyl 1-((methylsulfonyl)methyl)-3,8-Diazabicyclo[3.2.1]octane-8-carboxylate CS(=O)(=O)CC12CNCC(CC1)N2C(=O)OC(C)(C)C